C(C)SC1=NC(=CC(=C1C(=O)NCC1=CC(=CC=C1)F)C)N1[C@H](COCC1)CO 2-Ethylsulfanyl-N-[(3-fluorophenyl)-methyl]-6-[(3S)-3-(hydroxymethyl)-morpholin-4-yl]-4-methyl-pyridine-3-carboxylic acid amide